ClC=1C=C(C=CC1C(F)(F)F)NC(=O)C1[C@H]2CC[C@@H]1\C(\C1=NC(NC=C12)=O)=N/O (5R,8S,E)-N-(3-chloro-4-(trifluoromethyl)phenyl)-9-(oximino)-2-oxo-3,5,6,7,8,9-hexahydro-2H-5,8-methano-cyclohepta[d]pyrimidine-10-carboxamide